O=C1NC(CC[C@H]1OC1=CC=C(C=C1)C1CCN(CC1)CC(=O)N1CCNCC1)=O 4-[2-[4-[4-[[(3R)-2,6-dioxo-3-piperidyl]oxy]phenyl]-1-piperidyl]acetyl]piperazin